C(#N)C=1N=C[N-]C1C#N 4,5-dicyanoimidazolide